ICCCCCCC(CC)OCOCOC(CC)CCCCCCI 9-iodo-3-nonyloxymethyl ether